F[C@@H]1[C@@H](C1)C(=O)NC=1SC2=C(N1)C=CC(=C2)C2=CC(=NS2)C (1s,2s)-2-fluoro-N-(6-(3-methylisothiazol-5-yl)benzo[d]thiazol-2-yl)cyclopropane-1-carboxamide